[Ru](Cl)Cl.C1(=CC=CC=C1)P(C1=CC=CC=C1)C1=CC=CC=C1.C1(=CC=CC=C1)P(C1=CC=CC=C1)C1=CC=CC=C1 ditriphenylphosphine ruthenium (II) chloride